Ethyl 2-(4-(4-(4-(2-amino-2-methylpropanoyl)piperazine-1-carboxamido)-2-oxopyrimidin-1(2H)-yl)phenyl)-2-(exo-6-amino-3-azabicyclo[3.1.0]hexan-3-yl)acetate Hydrochloride Salt Cl.NC(C(=O)N1CCN(CC1)C(=O)NC1=NC(N(C=C1)C1=CC=C(C=C1)C(C(=O)OCC)N1CC2C(C2C1)N)=O)(C)C